tert-butyl 4-(4-([1,1'-biphenyl]-2-yl)-2-methylquinoline-6-carbonyl)piperazine-1-carboxylate C1(=C(C=CC=C1)C1=CC(=NC2=CC=C(C=C12)C(=O)N1CCN(CC1)C(=O)OC(C)(C)C)C)C1=CC=CC=C1